eth-anol C(C)O